OC[C@@H]1CN(CC1)C1=NC=2C=CC=CC2C=2N1N=C(C2)CNC(C2=C(C=CC=C2)OC(F)(F)F)=O (S)-N-((5-(3-(hydroxymethyl)pyrrolidin-1-yl)pyrazolo[1,5-c]quinazolin-2-yl)methyl)-2-(trifluoromethoxy)benzamide